tert-butyl 3-(2,6-dichloro-4-pyridyl)piperazine-1-carboxylate ClC1=NC(=CC(=C1)C1CN(CCN1)C(=O)OC(C)(C)C)Cl